gallium aluminum [Al].[Ga]